3-((2-Fluorophenyl)thio)propionic acid FC1=C(C=CC=C1)SCCC(=O)O